BrC1=C(C=C(C=C1)C)C(C)C1=CC=CC=C1 1-bromo-4-methyl-2-(1-phenylethyl)benzene